[Al].OC=1C=CC=C2C=CC(=NC12)C=O (8-hydroxyquinoline-2-carbaldehyde) aluminum